BrC1=CC2=C(N(N=C2C(=C1)F)CC)N(C=1SC=C(N1)C1=CC=C(C=C1)F)CC N-(5-bromo-2-ethyl-7-fluoro-2H-indazol-3-yl)-N-ethyl-4-(4-fluorophenyl)thiazol-2-amine